ClC1=C(C=CC=C1C1=C(C(=NC=C1)C1=CC(=C(C=C1)CNC[C@@H]1NC(CC1)=O)OC)Cl)NC=1C(=C(CN2CC3(C2)CNC(C3)=O)C=CC1)F (R)-2-(3-((2-chloro-3-(3-chloro-2-(3-methoxy-4-((((5-oxopyrrolidin-2-yl)methyl)amino)methyl)phenyl)pyridin-4-yl)phenyl)amino)-2-fluorobenzyl)-2,6-diazaspiro[3.4]octan-7-one